C(C)OC(CCN(C(CC(=O)OCC)=O)CC(C)(C)C)=O ethyl 3-((3-ethoxy-3-oxopropyl)(neopentyl)amino)-3-oxopropanoate